(1-(tert-butyl)-4,4-dimethyl-1,4,5,6-tetrahydropyridine-3-yl)(4-(dimethylamino)phenyl)methanone C(C)(C)(C)N1C=C(C(CC1)(C)C)C(=O)C1=CC=C(C=C1)N(C)C